ClC1=C(C2=C(C(N3[C@@H](CO2)CN(CC3)C(=O)OC(C)(C)C)=O)C(=N1)N1C(COCC1)(C)C)Cl tert-butyl (R)-3,4-dichloro-1-(3,3-dimethylmorpholino)-12-oxo-6a,7,9,10-tetrahydro-12H-pyrazino[2,1-c]pyrido[3,4-f][1,4]oxazepine-8(6H)-carboxylate